(S)-7-isopropyl-4,8-dimethyl-2-((1-(1-methyl-5-(trifluoromethyl)-1H-pyrazole-3-carbonyl)azetidin-3-yl)amino)-7,8-dihydropteridin-6(5H)-one C(C)(C)[C@H]1C(NC=2C(=NC(=NC2N1C)NC1CN(C1)C(=O)C1=NN(C(=C1)C(F)(F)F)C)C)=O